PENTAMETHYLENDIISOCYANATE C(CCCCN=C=O)N=C=O